ClC1=CC(=C(C=C1)[C@@]1(OC2=C(O1)C=CC=C2C2CCN(CC2)CC2=C(C=C(N=N2)C2=NOC(N2)=O)C)C)F 3-[6-({4-[(2S)-2-(4-chloro-2-fluorophenyl)-2-methyl-1,3-benzodioxol-4-yl]piperidin-1-yl}methyl)-5-methylpyridazin-3-yl]-4H-1,2,4-oxadiazol-5-one